tert-butyl-2-(methylsulfonyl)-4-(3-(nicotinamido)phenyl)thieno[2,3-d]pyrimidine-6-carboxamide C(C)(C)(C)C1=C(SC=2N=C(N=C(C21)C2=CC(=CC=C2)NC(C2=CN=CC=C2)=O)S(=O)(=O)C)C(=O)N